7-benzyloxy-[1,2,4]triazolo[4,3-a]pyridine C(C1=CC=CC=C1)OC1=CC=2N(C=C1)C=NN2